N-(6-(6,6-difluoro-3-azabicyclo[3.2.0]heptan-3-yl)-2,2-dimethyl-2,3-dihydrobenzo-furan-5-yl)pyrazolo[1,5-a]pyrimidine-3-carboxamide FC1(C2CN(CC2C1)C1=CC2=C(CC(O2)(C)C)C=C1NC(=O)C=1C=NN2C1N=CC=C2)F